8-((4-cyclopropyl-2-fluorophenyl)amino)-5,7-dimethyl-3,4-dihydro-2,7-naphthyridine-1,6(2h,7h)-dione C1(CC1)C1=CC(=C(C=C1)NC=1N(C(C(=C2CCNC(C12)=O)C)=O)C)F